4-(4-(2-methylbenzo[b]thiophen-3-yl)thiophen-2-yl)-4-oxobutanoic acid methyl ester COC(CCC(=O)C=1SC=C(C1)C=1C2=C(SC1C)C=CC=C2)=O